OC=1C(=C2C(C(=O)OC2=O)=C(C1F)F)F 4-hydroxy-3,5,6-trifluorophthalic anhydride